BrC=1C=C(C=CC1)C1(CC1)C=1NC(C=2CN(CCCC2N1)C(CC=1C=C(C=CC1)C1=CC(=CC=C1)Cl)=O)=O 2-(1-(3-bromophenyl)cyclopropyl)-6-(2-(3'-chloro-[1,1'-biphenyl]-3-yl)acetyl)-3,5,6,7,8,9-hexahydro-4H-pyrimido[5,4-c]azepin-4-one